C(C)(C)(C)OC(NC1C[C@H]2C([C@H]2C1)(F)F)=O ((1R,3s,5S)-6,6-difluoro-bicyclo[3.1.0]hex-3-yl)carbamic acid tert-butyl ester